3-(((2-(Difluoromethyl)-5-(trifluoromethyl)pyrazolo[1,5-a]pyrimidin-7-yl)amino)methyl)-3-(4-fluorophenyl)-N-(methyl-d3)azetidine-1-carboxamide FC(C1=NN2C(N=C(C=C2NCC2(CN(C2)C(=O)NC([2H])([2H])[2H])C2=CC=C(C=C2)F)C(F)(F)F)=C1)F